FC1=C(C=CC(=C1C1CCC=2N(C1)C=NC2C=2NC=CN2)F)NS(=O)(=O)C=2C(=NC=C(C2)F)C N-[2,4-difluoro-3-[1-(1H-imidazol-2-yl)-5H,6H,7H,8H-imidazo[1,5-a]pyridin-6-yl]phenyl]-5-fluoro-2-methylpyridine-3-sulfonamide